4,5,5-Trimethylpyrrolidin-2-one CC1CC(NC1(C)C)=O